O=C1NC(CCC1N1C(C2=CC(=C(C=C2C1=O)F)S)=O)=O 2-(2,6-dioxopiperidin-3-yl)-5-fluoro-6-mercaptoisoindoline-1,3-dione